methyl 7-hydroxy-2,2-diphenylbenzo[d][1,3]dioxole-5-carboxylate OC1=CC(=CC2=C1OC(O2)(C2=CC=CC=C2)C2=CC=CC=C2)C(=O)OC